benzyl 3-amino-3-(4-chloro-3-fluoro-phenyl)azetidine-1-carboxylate NC1(CN(C1)C(=O)OCC1=CC=CC=C1)C1=CC(=C(C=C1)Cl)F